C(CCC\C=C/CC)OCC(C)N 3-[(5Z)-oct-5-en-1-yloxy]propan-2-amine